(2R,6S)-N-{2-benzyl-2-azaspiro[3.3]heptan-6-yl}-2,6-dimethyl-4-[6-(trifluoromethyl)-1,3-benzothiazol-2-yl]piperazine-1-carboxamide C(C1=CC=CC=C1)N1CC2(C1)CC(C2)NC(=O)N2[C@@H](CN(C[C@@H]2C)C=2SC1=C(N2)C=CC(=C1)C(F)(F)F)C